N-(4-amino-1-tetrahydropyran-2-yl-pyrazolo[4,3-c]pyridin-7-yl)-N'-[(2-chloro-4-fluoro-phenyl)methyl]-N'-(2-pyridylmethyl)oxamide NC1=NC=C(C2=C1C=NN2C2OCCCC2)NC(=O)C(=O)N(CC2=NC=CC=C2)CC2=C(C=C(C=C2)F)Cl